FC1=C(C(=C2C=CNC2=C1F)S(N)(=O)=O)OC=1C=CC(=C(C1)C=1NC=C(N1)C1(CCOC2=C(C=CC=C12)CCC(=O)O)C)F 3-[4-[2-[5-[(6,7-difluoro-4-sulfamoyl-1H-indol-5-yl)oxy]-2-fluoro-phenyl]-1H-imidazol-4-yl]-4-methyl-chroman-8-yl]propanoic acid